FC1=C(C(=CC=C1)F)C1=NCC2=NN=C(N2C=2SC=3C[C@@H](CC3C12)C#N)C (13R)-9-(2,6-difluorophenyl)-3-methyl-16-thia-2,4,5,8-tetrazatetracyclo[8.6.0.02,6.011,15]hexadeca-1(10),3,5,8,11(15)-pentaene-13-carbonitrile